carbon-lithium salt [Li].[C]